ClC1=CC2=C(NC(=N2)CCl)C=C1Cl 5,6-dichloro-2-(chloromethyl)-1H-benzimidazole